ClC=1C=C(OC2=CC=C(C=3C=CC=NC23)C#N)C=CC1 8-(3-chlorophenoxy)quinoline-5-carbonitrile